D-leucine bis(trifluoromethanesulfonyl)imide salt [N-](S(=O)(=O)C(F)(F)F)S(=O)(=O)C(F)(F)F.N[C@H](CC(C)C)C(=O)O